BrC1=CC2=C(OC3=C2N=C(N=C3N3CCOCC3)NC3=NNC(=C3)C3=CC=CC=C3)N=C1 8-bromo-4-morpholino-N-(5-phenyl-1H-pyrazol-3-yl)pyrido[3',2':4,5]furo[3,2-d]pyrimidin-2-amine